2,7-bis(2,6-diisopropylphenyl)benzo[lmn][3,8]phenanthroline C(C)(C)C1=C(C(=CC=C1)C(C)C)N1C=C2C=CC3=CN(C=C4C3=C2C(=C1)C=C4)C4=C(C=CC=C4C(C)C)C(C)C